FC1=CC(=C2CN(C(C2=C1)=O)C1C(NC(CC1)=O)=O)C1CCN(CC1)CC1CCN(CC1)C1=CC=C(C=C1)[C@H]1[C@H](CCC2=CC(=CC=C12)O)C1=CC=CC=C1 3-(6-fluoro-4-(1-((1-(4-((1R,2S)-6-hydroxy-2-phenyl-1,2,3,4-tetrahydro-naphthalen-1-yl)phenyl)piperidin-4-yl)methyl)piperidin-4-yl)-1-oxoisoindolin-2-yl)piperidine-2,6-dione